3-[acetyl-(methoxy)amino]-2-chloro-N-(1-methyltetrazol-5-yl)-4-(trifluoromethyl)benzamide C(C)(=O)N(C=1C(=C(C(=O)NC2=NN=NN2C)C=CC1C(F)(F)F)Cl)OC